FC1(CC(C1)S(=O)(=O)C=1C=C(C(=O)O)C=CC1)F 3-((3,3-difluorocyclobutyl)sulfonyl)benzoic acid